2-((2-((4-(((3-(1-acryloylpiperidin-3-yl)phenyl)amino)methyl)phenyl)amino)-5-bromopyrimidin-4-yl)amino)-N-methylbenzamide C(C=C)(=O)N1CC(CCC1)C=1C=C(C=CC1)NCC1=CC=C(C=C1)NC1=NC=C(C(=N1)NC1=C(C(=O)NC)C=CC=C1)Br